BrC=1C=C(C=C2CCN(CC12)C(=O)OC(C)(C)C)CO t-butyl 8-bromo-6-(hydroxymethyl)-3,4-dihydroisoquinoline-2(1H)-carboxylate